dodecyl-methyl-diethanolamine C(CCCCCCCCCCC)C(N(CCO)C)CO